C(C)O[Si](CCCSSSSCCC[Si](OCC)(OCC)OCC)(OCC)OCC bis-(3-(triethoxysilyl) propyl) tetrasulfide